1-(5-((R)-1,2-dithiolan-3-yl)pentanoyloxy)-3-(hexadecyloxy)propan-2-yl docosa-4,7,10,13,16,19-hexaenoate C(CCC=CCC=CCC=CCC=CCC=CCC=CCC)(=O)OC(COC(CCCC[C@H]1SSCC1)=O)COCCCCCCCCCCCCCCCC